C1(CC1)COC1=C(C=CC(=N1)C(=O)NC(C(=O)OCC([2H])([2H])F)(CC)CC)N1CC(C1)(F)F 2-fluoro(2,2-dideuterio)ethyl 2-{[6-(cyclopropylmethoxy)-5-(3,3-difluoroazetidin-1-yl)pyridine-2-carbonyl] amino}-2-ethylbutanoate